ClC=1C(=NC=CC1C1=C(C(=CC=C1)NC1=NC=CC(=C1F)CNCCO)C)C1=CC(=C(CNC[C@H]2CCC(N2)=O)C(=C1)OC)F (R)-5-(((4-(3-chloro-4-(3-((3-fluoro-4-(((2-hydroxyethyl)amino)methyl)pyridin-2-yl)amino)-2-methylphenyl)pyridin-2-yl)-2-fluoro-6-methoxybenzyl)amino)methyl)pyrrolidin-2-one